(2s)-1-(morpholin-4-yl)propan-2-ol N1(CCOCC1)C[C@H](C)O